FC=1C=2N(C=C(C1)NC(=O)C=1C=CC(=C3N=CC=NC13)N1CC(CC1)N(C(OC(C)(C)C)=O)C)C=C(N2)C tert-butyl N-{1-[8-({8-fluoro-2-methylimidazo[1,2-a]pyridin-6-yl} carbamoyl) quinoxalin-5-yl]pyrrolidin-3-yl}-N-methylcarbamate